1-Dodecyl-3-propylpyrrolium chlorid tert-butyl-4-(3-(5-(difluoromethyl)-1,3,4-thiadiazol-2-yl)-6-(N-(1-methylcyclopropyl)sulfamoyl)imidazo[1,5-a]pyridin-8-yl)piperazine-1-carboxylate C(C)(C)(C)OC(=O)N1CCN(CC1)C=1C=2N(C=C(C1)S(NC1(CC1)C)(=O)=O)C(=NC2)C=2SC(=NN2)C(F)F.[Cl-].C(CCCCCCCCCCC)[NH+]2C=C(C=C2)CCC